cyclopentyl (2-methylbutyl)carbamate CC(CNC(OC1CCCC1)=O)CC